C(C)C(CCC(C)N)N ethylpentane-1,4-diamine